FC1CC(N(C1)C(CS(=O)(=O)C)=O)C(=O)NC(C1=CC=C(C=C1)C(C)C)C1=CC=CC=C1 4-fluoro-1-(2-methanesulfonylacetyl)-N-{phenyl-[4-(propan-2-yl)phenyl]methyl}pyrrolidine-2-carboxamide